N1CC2(C=3C1=NC=CC3)CC3C(CN(C3)C(=O)N)C2 1',2',3a,4,6,6a-hexahydro-1H-spiro[cyclopenta[c]pyrrole-5,3'-pyrrolo[2,3-b]pyridine]-2(3H)-Carboxamide